OC=1C=C(C=CC1)[C@H](CP(OCC)(=O)C)C ethyl ((R)-2-(3-hydroxyphenyl)propyl)(methyl)phosphinate